FC1(N=CC=C(C1(S(=O)(=O)N)C1=C(C=CC=C1)OCC=1C=C2C(=NC1)N(N=C2C)C2OCCCC2)F)OC 2,4-difluoro-3-[[3-methyl-1-(oxan-2-yl)pyrazolo[3,4-b]pyridin-5-yl]methoxyphenyl]-2-methoxypyridine-3-sulfonamide